trimethylolpyrazoline C(O)C1(C=C(NN1)CO)CO